C(C)(C)(C)P(C1=CC=C(N(C)C)C=C1)C(C)(C)C 4-(di-tert-butylphosphanyl)-N,N-dimethylaniline